4-(3-Methyl-4-((5-(4-nitrophenyl)thiophen-2-yl)methylene)-5-oxo-4,5-dihydro-1H-pyrazol-1-yl)benzoic acid CC1=NN(C(C1=CC=1SC(=CC1)C1=CC=C(C=C1)[N+](=O)[O-])=O)C1=CC=C(C(=O)O)C=C1